C(#N)CCOC1=CC=C(/C=C/C2=C3C=C(N=CC3=C(N=C2)NC)NC(=O)C2CC2)C=C1 (E)-N-(5-(4-(2-cyanoethoxy)styryl)-8-(methylamino)-2,7-naphthyridin-3-yl)cyclopropanecarboxamide